3-(2-fluoro-4-(2,2,2-trifluoroethoxy)phenyl)-2-(trifluoromethyl)-4H-pyrido[1,2-a]pyrimidin-4-one FC1=C(C=CC(=C1)OCC(F)(F)F)C1=C(N=C2N(C1=O)C=CC=C2)C(F)(F)F